5-amino-N-(3-chloro-4-fluorophenyl)-1-methyl-1H-pyrazole-4-carboxamide NC1=C(C=NN1C)C(=O)NC1=CC(=C(C=C1)F)Cl